cyclohexyl hexafluoro-propyl ether FC(C(F)(F)OC1CCCCC1)C(F)(F)F